C1(=CC=CC=C1)C1=CC=C(S1)C=C(C#N)C=1SC(=CC1)C1=CC=NC=C1 3-(5-phenyl-thiophene-2-yl)-2-(5-(pyridine-4-yl)thiophene-2-yl)acrylonitrile